2-methylpropan-2-ylcarboxylic acid tert-butyl ester C(C)(C)(C)OC(=O)C(C)(C)C